5-bromo-1,3-difluoro-2-methylbenzene BrC=1C=C(C(=C(C1)F)C)F